C12CN(CC(CC1)N2)C2=NC(=NC1=C(C(=C(C=C21)C(F)(F)F)C2=CC=C(C=1SC(=C(C12)C#N)N)F)F)OCC1CCOCC1 4-(4-(3,8-diazabicyclo[3.2.1]octan-3-yl)-8-fluoro-2-((tetrahydro-2H-pyran-4-yl)methoxy)-6-(trifluoromethyl)quinazolin-7-yl)-2-amino-7-fluorobenzo[b]thiophene-3-carbonitrile